5-(5-(5-methylthiophene-2-yl)-1-propionyl-4,5-dihydro-1H-pyrazol-3-yl)-4-methylthiophene CC1=CC=C(S1)C1CC(=NN1C(CC)=O)C1=C(C=CS1)C